6-[3-[(2S)-2-[(tert-butoxycarbonyl)amino]-4-carbamoyl-butoxy]phenyl]hex-5-ynoic acid C(C)(C)(C)OC(=O)N[C@H](COC=1C=C(C=CC1)C#CCCCC(=O)O)CCC(N)=O